tert-Butyl 6-chloro-3-[[(1R)-1-[3-methyl-2-(1-methylpyrazol-4-yl)-4-oxo-6-(trifluoromethyl)chromen-8-yl]ethyl]amino]pyridine-2-carboxylate ClC1=CC=C(C(=N1)C(=O)OC(C)(C)C)N[C@H](C)C=1C=C(C=C2C(C(=C(OC12)C=1C=NN(C1)C)C)=O)C(F)(F)F